CC=1C(=NC=CC1)N(C(=O)C1=CC=CC2=CC=CC=C12)C1=NC=CC=C1C N,N-bis(methyl-pyridyl)-naphthalamide